NC1=CC(=NN(C1=O)C)COC[C@@H](C)NC(=O)C1=CN=C2N1N=C(C=C2N(C(OC(C)(C)C)=O)C)Cl tert-butyl N-[3-[[(1R)-2-[(5-amino-1-methyl-6-oxo-pyridazin-3-yl) methoxy]-1-methyl-ethyl] carbamoyl]-6-chloro-imidazo[1,2-b]pyridazin-8-yl]-N-methyl-carbamate